3,4-Dichlorophenyl 3-deoxy-3-[4-(2-hydroxythiazol-4-yl)-1H-1,2,3-triazol-1-yl]-2-O-methyl-1-thio-α-D-galactopyranoside OC=1SC=C(N1)C=1N=NN(C1)[C@@H]1[C@H]([C@@H](SC2=CC(=C(C=C2)Cl)Cl)O[C@@H]([C@@H]1O)CO)OC